FC=1C=C(C=CC1F)N1C(CCCC1=O)C1=NC2=C(N1C=1SC(=CN1)C(=O)NC)C=CC(=C2)C=2C(=NOC2C)C 2-(2-(1-(3,4-difluorophenyl)-6-oxopiperidin-2-yl)-5-(3,5-dimethylisoxazol-4-yl)-1H-benzo[d]imidazol-1-yl)-N-methylthiazole-5-carboxamide